ClC=1C(=C(C=CC1F)N(C(=O)[C@@H]1CNC(N1C1=CC(=C2C(=N1)SC(=C2)C(=O)N)C(F)(F)F)=O)C)F 6-{(5S)-5-[N-(3-chloro-2,4-difluorophenyl)-N-methylcarbamoyl]-2-oxoimidazolidinyl}-4-(trifluoromethyl)thieno[2,3-b]pyridine-2-carboxamide